1-methyl-3-((phenylsulfonyl)methyl)-1H-pyrazole CN1N=C(C=C1)CS(=O)(=O)C1=CC=CC=C1